(4,4-difluoropiperidine-1-carbonyl)-3-[3-(trifluoromethyl)pyrazol-1-yl]benzonitrile FC1(CCN(CC1)C(=O)C1=C(C#N)C=CC=C1N1N=C(C=C1)C(F)(F)F)F